2-(2,6-dioxo-3-piperidyl)-5-[4-[[4-[[(2R)-4-[6-[5-(1-methylcyclopropoxy)-1H-indazol-3-yl]pyrimidin-4-yl]morpholin-2-yl]methyl]piperazin-1-yl]methyl]-1-piperidyl]isoindoline-1,3-dione O=C1NC(CCC1N1C(C2=CC=C(C=C2C1=O)N1CCC(CC1)CN1CCN(CC1)C[C@@H]1CN(CCO1)C1=NC=NC(=C1)C1=NNC2=CC=C(C=C12)OC1(CC1)C)=O)=O